BrC1=CC=C2C(=NN(C2=C1)C1OCCCC1)C 6-bromo-3-methyl-1-(oxan-2-yl)indazole